N-((1S)-1-{[((1S)-3-hydroxy-2-oxo{[(3S)-2-oxopyrrolidin-3-yl]methyl}propyl)amino]carbonyl}-3-methylbutyl)-4-methoxy-1H-indole-2-carboxamide OC(C(CNC(=O)[C@H](CC(C)C)NC(=O)C=1NC2=CC=CC(=C2C1)OC)=O)C[C@H]1C(NCC1)=O